BrC(CCOC1OCCCC1)C=1C(=NC=CC1)N=C(C1=CC=CC=C1)C1=CC=CC=C1 3-[1-bromo-3-(3,4,5,6-tetrahydro-2H-pyran-2-yloxy)propyl]-2-[(diphenylmethylene)amino]pyridine